benzilanilide C(C(O)(C1=CC=CC=C1)C1=CC=CC=C1)(=O)NC1=CC=CC=C1